N4-allylcytidine C(C=C)NC1=NC(N([C@H]2[C@H](O)[C@H](O)[C@@H](CO)O2)C=C1)=O